6-fluoro-4-oxo-1-(1,3-thiazol-2-yl)-7-[3-(1H-1,2,4-triazol-1-yl)azetidin-1-yl]-1,4-dihydro-1,8-naphthyridine-3-carboxylic acid FC=1C=C2C(C(=CN(C2=NC1N1CC(C1)N1N=CN=C1)C=1SC=CN1)C(=O)O)=O